N1C=CC2=C(C=CC=C12)[C@@H](C)N1N=C(C=C1C(=O)NC1CCC(CC1)O)C(=O)NC 1-((R)-1-(1H-indol-4-yl)ethyl)-N5-((1r,4R)-4-hydroxycyclohexyl)-N3-methyl-1H-pyrazole-3,5-dicarboxamide